FC1=CC(=C(C=C1)C1=CC(=CC=2C(NCCOC21)=O)CN2C(=NC=C2)C)C 9-(4-fluoro-2-methylphenyl)-7-((2-methyl-1H-imidazol-1-yl)methyl)-3,4-dihydrobenzo[f][1,4]oxazepin-5(2H)-one